tert-butyl ((5-((6-(4-((tert-butoxycarbonyl)(methyl)amino)piperidin-1-yl)pyridin-3-yl)oxy)-3',5'-dichloro-[1,1'-biphenyl]-3-yl)methyl)(2-methoxyethyl)carbamate C(C)(C)(C)OC(=O)N(C1CCN(CC1)C1=CC=C(C=N1)OC=1C=C(C=C(C1)C1=CC(=CC(=C1)Cl)Cl)CN(C(OC(C)(C)C)=O)CCOC)C